COC(N1CCN(CC1)C(=O)OC(C)(C)C)OC tert-butyl 4-(dimethoxymethyl)piperazine-1-carboxylate